COC1=CC=C(C=C1)C(C[Se]C1=CC=CC=C1)N1S(C2=C(C1=O)C=CC=C2)(=O)=O 2-(1-(4-methoxyphenyl)-2-(phenylselanyl)ethyl)benzo[d]isothiazol-3(2H)-one 1,1-dioxide